N,N-dihydroxyethyl-para-toluidine ON(C1=C(C=C(C=C1)C)CC)O